Br(=O)[O-].[Ag+] silver bromite